COC(=O)[C@@H]1[C@H]2C([C@H]2CN1C(=O)OC(C)(C)C)(C)C (1R,2S,5S)-6,6-dimethyl-3-azabicyclo[3.1.0]hexane-2,3-dicarboxylic acid 3-tert-butyl 2-methyl ester